6-Amino-1,4-dihydro-4-[5-(hydroxymethyl)[1,1'-biphenyl]-3-yl]-3-methyl-4-(1-methylethyl)pyrano[2,3-c]pyrazole-5-carbonitrile NC1=C(C(C2=C(NN=C2C)O1)(C(C)C)C=1C=C(C=C(C1)CO)C1=CC=CC=C1)C#N